BrC=1C(=NC(=NC1)NC1=C(C=C(C(=C1)C)N1CCC(CC1)N1CC(CC1)N(C)C)OC)NC1=CC2=C(CCO2)C=C1NS(=O)(=O)C N-(6-((5-bromo-2-((4-(4-(3-(dimethylamino)pyrrolidin-1-yl)piperidin-1-yl)-2-methoxy-5-methylphenyl)amino)pyrimidin-4-yl)amino)-2,3-dihydrobenzofuran-5-yl)methanesulfonamide